hydroxy propylmethacrylate C(CC)C=C(C(=O)OO)C